[3-(4-AMINOCINNOLIN-7-YL)-4-METHANESULFONYLPHENYL]BORONIC ACID FORMIC ACID SALT C(=O)O.NC1=CN=NC2=CC(=CC=C12)C=1C=C(C=CC1S(=O)(=O)C)B(O)O